S(=O)(=O)(O)CCCC1=[N+](C=CC=C1)C=C sulfopropyl-vinyl-pyridinium